COC=1C=C(CCN)C=CC1O 3-O-methyl-dopamine